OC(CC)(C)C1=CC(=NC=C1)C(=O)O 4-(1-hydroxy-1-methyl-propyl)pyridine-2-carboxylic acid